(2R,3S)-N,N-BIS(4-METHOXYBENZYL)-3-METHYL-1-(TETRAHYDRO-2-FURANYL)-5-HEXENE-2-SULFONAMIDE COC1=CC=C(CN(S(=O)(=O)[C@H](CC2OCCC2)[C@H](CC=C)C)CC2=CC=C(C=C2)OC)C=C1